3-(6-chloro-1H-benzo[d]imidazol-5-yl)aniline ClC=1C(=CC2=C(NC=N2)C1)C=1C=C(N)C=CC1